FC1=CC=C(C=C1)C1=CC=C2C(C(=C(C3(N12)CCCCC3)O)C(=O)NCC(=O)O)=O (3'-(4-Fluorophenyl)-6'-Hydroxy-8'-oxo-8'H-spiro[Cyclohexan-1,5'-indolizin]-7'-carbonyl)glycin